1,2-di(triethoxysilyl)acetylene C(C)O[Si](C#C[Si](OCC)(OCC)OCC)(OCC)OCC